ClC1=NC(=CC=C1)[N+](=O)[O-] 2-chloro-6-nitro-pyridine